2-((2,4-diaminophenyl)thio)benzoic acid NC1=C(C=CC(=C1)N)SC1=C(C(=O)O)C=CC=C1